FC1(CC=C(CC1)C=1CCCC2=C(C1C1=CC=C(C=C1)CC1CN(C1)CCCF)C=CC(=C2)C(=O)O)F 8-(4,4-difluorocyclohex-1-en-1-yl)-9-(4-((1-(3-fluoropropyl)azetidin-3-yl)methyl)phenyl)-6,7-dihydro-5H-benzo[7]annulene-3-carboxylic acid